N12C[C@H](C(CC1)CC2)OC(N[C@@H]2C(CCC1=CC(=C(C=C21)F)C2=CC(=C(C=C2)OC(C)C)F)(C)C)=O (S)-quinuclidin-3-yl((R)-7-fluoro-6-(3-fluoro-4-isopropoxyphenyl)-2,2-dimethyl-1,2,3,4-tetrahydronaphthalen-1-yl)carbamate